(R)-3-(3-(6-(2-((6,7-Dihydro-4H-pyrazolo[5,1-c][1,4]oxazin-3-yl)amino)pyrimidin-4-yl)pyridin-2-yl)isoxazol-5-yl)-4,4-difluoro-3-hydroxy-1-methylpyrrolidin-2-one N1=CC(=C2COCCN21)NC2=NC=CC(=N2)C2=CC=CC(=N2)C2=NOC(=C2)[C@]2(C(N(CC2(F)F)C)=O)O